isopropylbis(dimethylamino)antimony C(C)(C)[Sb](N(C)C)N(C)C